N=1C=NN2C1C=C(C=C2)OC2=C(C=C(C=C2)NC=2C1=C(N=CN2)C=CC(=N1)N1CCN(CCC1)C(C=C)=O)C 1-(4-(4-((4-([1,2,4]triazolo[1,5-a]pyridin-7-yloxy)-3-methylphenyl)amino)pyrido[3,2-d]pyrimidin-6-yl)-1,4-diazepan-1-yl)prop-2-en-1-one